Methyl (R)-4-(3-((6-(3-(2-ethoxyphenoxy)piperidin-1-yl)pyrazin-2-yl)amino)-3-oxopropyl)-2-fluorobenzoate C(C)OC1=C(O[C@H]2CN(CCC2)C2=CN=CC(=N2)NC(CCC2=CC(=C(C(=O)OC)C=C2)F)=O)C=CC=C1